6-Bromo-3-iodo-1-methyl-1H-pyrazolo[4,3-b]pyridine BrC=1C=C2C(=NC1)C(=NN2C)I